N-[2-(1-acetylpiperidin-4-yl)-2-(4,5-dichloro-2-hydroxyphenyl)ethyl]-2,2,2-trifluoroacetamide C(C)(=O)N1CCC(CC1)C(CNC(C(F)(F)F)=O)C1=C(C=C(C(=C1)Cl)Cl)O